FC1=CC=C(C=C1)N1N=CC2=CC(=C(C=C12)C)C1(CN(CC1)S(=O)(=O)C=1C=NN(C1)C)C(O)C1=CC=CC=C1 (3-(1-(4-fluorophenyl)-6-methyl-1H-indazol-5-yl)-1-((1-methyl-1H-pyrazol-4-yl)sulfonyl)pyrrolidin-3-yl)(phenyl)methanol